dimethylpropylsilanediamine CN[SiH](NC)CCC